ClC=1C=C2C(=NC(=NC2=C(C1C1=C(C=CC=C1O)F)F)N1CC(C1)N(C)C)N1CCN(CC1)C(C=C)=O 1-(4-(6-chloro-2-(3-(dimethyl-amino)azetidin-1-yl)-8-fluoro-7-(2-fluoro-6-hydroxyphenyl)quinazolin-4-yl)piperazin-1-yl)prop-2-en-1-one